Triaconta-23,26-dienoic acid C(CCCCCCCCCCCCCCCCCCCCCC=CCC=CCCC)(=O)O